5-bromo-N-(2,3-dihydro-1H-inden-2-yl)pyridine-2-amine BrC=1C=CC(=NC1)NC1CC2=CC=CC=C2C1